O=C1N(CCC(N1)=O)C=1C=C(C(=O)O)C=CC1C(F)(F)F 3-(2,4-dioxotetrahydropyrimidin-1(2H)-yl)-4-(trifluorometh-yl)benzoic acid